1,2,3,4,5,6-hexahydropyrrolo[3,4-C]Pyrrole C1NCC2=C1CNC2